6-methyl-4-[(1-methylcyclopropyl)amino]-N-[(4-methylpyrimidin-5-yl)methyl]furo[2,3-d]pyrimidine-5-carboxamide CC1=C(C2=C(N=CN=C2NC2(CC2)C)O1)C(=O)NCC=1C(=NC=NC1)C